N-(rac-(4S,5S)-3-((E)-(((R)-tert-butylsulfinyl)imino)methyl)-7-ethyl-4-(4-fluorophenyl)-6-oxo-1-phenyl-4,5,6,7-tetrahydro-1H-pyrazolo[3,4-b]pyridin-5-yl)-3-(trifluoromethyl)benzamide C(C)(C)(C)[S@@](=O)\N=C\C1=NN(C=2N(C([C@H]([C@H](C21)C2=CC=C(C=C2)F)NC(C2=CC(=CC=C2)C(F)(F)F)=O)=O)CC)C2=CC=CC=C2 |&1:14,15|